C(CCCCC)C1CCCC2=C(N(C3=C(C=CC=C23)C(=O)O)CC2=CC(=NC=C2)OC)C1 7-hexyl-5-[(2-methoxypyridin-4-yl)methyl]-5H,6H,7H,8H,9H,10H-cyclohepta[b]indole-4-carboxylic acid